tert-Butyl (R)-3-((benzyloxy)methyl)-6,6-difluoro-1,4-oxazepane-4-carboxylate C(C1=CC=CC=C1)OC[C@@H]1COCC(CN1C(=O)OC(C)(C)C)(F)F